(5-methyl-2-(1-methyl-2-oxo-2,3,4,5-tetrahydro-1H-benzo[b]azepin-8-ylamino)pyrimidin-4-ylamino)benzo[d]oxazol-2(3H)-one CC=1C(=NC(=NC1)NC=1C=CC2=C(N(C(CCC2)=O)C)C1)NN1C(OC2=C1C=CC=C2)=O